4-amino-1-[(2R,3S,4S,5R)-3-ethynyl-4-hydroxy-5-(hydroxymethyl)-5-methyloxolan-2-yl]pyrimidin-2-one NC1=NC(N(C=C1)[C@@H]1O[C@]([C@H]([C@@H]1C#C)O)(C)CO)=O